N-(3-{[2-({3-[bis-(2,2,2-trifluoro-acetyl)-amino]-propyl}-dimethyl-silanyl)-Ethyl]-dimethyl-silanyl}-propyl)-2,2,2-trifluoro-N-(2,2,2-trifluoro-acetyl)-acetamide FC(C(=O)N(CCC[Si](CC[Si](CCCN(C(C(F)(F)F)=O)C(C(F)(F)F)=O)(C)C)(C)C)C(C(F)(F)F)=O)(F)F